Behenyl-trimethyl-ammonium tert-butyl-(R)-4-(6-bromo-2-cyanopyridin-3-yl)-3-ethylpiperazine-1-carboxylate C(C)(C)(C)OC(=O)N1C[C@H](N(CC1)C=1C(=NC(=CC1)Br)C#N)CC.C(CCCCCCCCCCCCCCCCCCCCC)[N+](C)(C)C